2-cyclopropyl-4-(3-cyclopropylphenyl)-7-(dimethylamino)-[1,3]thiazolo[4,5-d]pyrimidin-5-one C1(CC1)C=1SC2=C(N(C(N=C2N(C)C)=O)C2=CC(=CC=C2)C2CC2)N1